ClC=1C(=CC(=NC1)NC(=O)[C@@H]1C[C@@H](CCC1)NC(OC(C)(C)C)=O)C=1C=NN2C1COCC2 Tert-butyl ((1R,3S)-3-((5-chloro-4-(6,7-dihydro-4H-pyrazolo[5,1-c][1,4]oxazin-3-yl)pyridin-2-yl)carbamoyl)cyclohexyl)carbamate